Butyl 2-bromothiazole-4-carboxylate BrC=1SC=C(N1)C(=O)OCCCC